FCS(=O)(=O)N[C@H]1[C@@H]2[C@H](N([C@H]1COC1CC3CC3(CC1)C1=NC=C(C=N1)F)C(=O)OC)CCC2 methyl (2R,3S,3aS,6aR)-3-((fluoromethyl)sulfonamido)-2-(((6-(5-fluoropyrimidin-2-yl)bicyclo[4.1.0]heptan-3-yl)oxy)methyl)hexahydro-cyclopenta[b]pyrrole-1(2H)-carboxylate